3-acetyl-2(1H)-pyridone C(C)(=O)C=1C(NC=CC1)=O